copper sulphate S(=O)(=O)([O-])[O-].[Cu+2]